C(C)N(S(=O)(=O)C=1C=C2CCN(CC2=CC1)C(C(C)C)=O)[C@@H](C)C1=CC=C(C=C1)C(F)(F)F (S)-N-ethyl-2-isobutyryl-N-(1-(4-(trifluoromethyl)phenyl)ethyl)-1,2,3,4-tetrahydroisoquinoline-6-sulfonamide